3-amino-3-[4-(4-methylthiazol-5-yl)phenyl]azetidine-1-carboxylic acid benzyl ester hydrochloride Cl.C(C1=CC=CC=C1)OC(=O)N1CC(C1)(C1=CC=C(C=C1)C1=C(N=CS1)C)N